NC1=NC=2C=C(C(=CC2C2=C1C=NN2C)C(=O)N(C2COC1=C2C=CC(=C1)C(F)(F)F)C=1N=CSC1)F 4-amino-7-fluoro-1-methyl-N-(thiazol-4-yl)-N-(6-(trifluoromethyl)-2,3-dihydrobenzofuran-3-yl)-1H-pyrazolo[4,3-c]quinolin-8-carboxamide